benzo[d][1,3]dioxolane-5-boronic acid O1COC2=C1C=CC(=C2)B(O)O